C(C1=CC=CC=C1)C(C(=O)NC=1C=NC2=C(C=CC=C2C1)F)(C\C(=C\C)\C)C (E)-2-benzyl-N-(8-fluoro-3-quinolyl)-2,4-dimethyl-hex-4-enamide